1-[5-tert-Butyl-2-(3-fluoro-phenyl)-2H-pyrazol-3-yl]-3-[5-(2-pyridin-4-yl-ethyl)-thiazol-2-yl]-urea C(C)(C)(C)C=1C=C(N(N1)C1=CC(=CC=C1)F)NC(=O)NC=1SC(=CN1)CCC1=CC=NC=C1